BrC1=C(C=C(C=C1)C(C(F)(F)F)(C(F)(F)F)O)C 2-(4-bromo-3-methylphenyl)-1,1,1,3,3,3-hexafluoropropan-2-ol